(R,Z)-3-(1-(2-fluoro-5-((3-oxoisobenzofuran-1(3H)-ylidene)methyl)benzoyl)pyrrolidin-3-yl)imidazolidine-2,4-dione FC1=C(C(=O)N2C[C@@H](CC2)N2C(NCC2=O)=O)C=C(C=C1)\C=C\1/OC(C2=CC=CC=C12)=O